4-(6-((2-chlorophenyl)ethynyl)-5-(4-methylpiperazin-1-yl)-1H-benzimidazol-2-yl)-N-hydroxybenzoamide ClC1=C(C=CC=C1)C#CC=1C(=CC2=C(NC(=N2)C2=CC=C(C(=O)NO)C=C2)C1)N1CCN(CC1)C